tert-butyl 2,2-dimethyl-6-(3-nitro-4-(1-oxo-1,2,3,4-tetrahydroisoquinolin-6-yl)-1H-pyrazol-1-yl)-2,3-dihydro-4H-benzo[b][1,4]oxazine-4-carboxylate CC1(CN(C2=C(O1)C=CC(=C2)N2N=C(C(=C2)C=2C=C1CCNC(C1=CC2)=O)[N+](=O)[O-])C(=O)OC(C)(C)C)C